zinc bromine water O.[Br].[Zn]